N-(4-(6-(2-trifluoromethylphenoxy)hexyl)phenyl)piperazine-1-carboxamide hydrochloride Cl.FC(C1=C(OCCCCCCC2=CC=C(C=C2)NC(=O)N2CCNCC2)C=CC=C1)(F)F